[Ge]=S.[Ag] silver germanium sulphide